9-chloro-5-isopropyl-8-(3-methoxypropoxy)-1-methyl-2-oxo-1,2,5,6-tetrahydro-1,10-phenanthroline-3-carboxylic acid ClC1=C(C=C2CC(C=3C=C(C(N(C3C2=N1)C)=O)C(=O)O)C(C)C)OCCCOC